5-chloro-3-((4-fluoropiperidin-1-yl)methyl)-2-hydroxy-N-(6-(trifluoromethyl)benzo[d]thiazol-2-yl)benzamide ClC=1C=C(C(=C(C(=O)NC=2SC3=C(N2)C=CC(=C3)C(F)(F)F)C1)O)CN1CCC(CC1)F